C(C)C(C(C(=O)O)(CCCCCC)CC)CCCCCCC(=O)O.ClC=1C(=NC(=NC1)NC1CCOCC1)C1=CC=C2CN(C(C2=C1F)=O)[C@@H](C(=O)N[C@H](CO)C=1C=C(C=CC1)C)C (R)-2-(6-(5-chloro-2-((tetrahydro-2H-pyran-4-yl)amino)pyrimidin-4-yl)-7-fluoro-1-oxoisoindol-2-yl)-N-((S)-2-hydroxy-1-(m-tolyl)ethyl)propanamide di-ethyl-hexyl-sebacate